C=1(C(=CC=CC1)N)C1=CC=CC=C1 [1,1'-biphenyl]-2-amine